N-[(2-{[(but-2-yn-1-yl)amino]methyl}-1H-indol-6-yl)methyl]-4-oxo-4H-pyrido[1,2-a]pyrimidine-2-carboxamide C(C#CC)NCC=1NC2=CC(=CC=C2C1)CNC(=O)C=1N=C2N(C(C1)=O)C=CC=C2